1,1-difluorobutan-2-amine FC(C(CC)N)F